2-(4-methylphenyl)-3-(3,4,5-trimethoxyphenyl)-2H-azepine CC1=CC=C(C=C1)C1N=CC=CC=C1C1=CC(=C(C(=C1)OC)OC)OC